C(C)(C)(C)OC(NCCCCCCN(CCCCCCNC(=O)OC(C)(C)C)CC1=CC=CC=C1)=O.C(C)(C)(C)OC(=O)NCCCCCCNCCCCCCNC(OC(C)(C)C)=O tert-Butyl N-[6-({6-[(tert-butoxycarbonyl)amino]hexyl}amino)hexyl]carbamate Tert-butyl-N-{6-[benzyl({6-[(tert-butoxycarbonyl)amino]hexyl})amino]hexyl}carbamate